N[C@@]1(C(CCCC1)=O)C1=C(C=CC=C1)C (R)-2-amino-2-(o-tolyl)cyclohexan-1-one